(2S,3R,4R)-1-acetyl-4-((3-chlorophenyl)amino)-2-cyclopropyl-3-methyl-1,2,3,4-tetrahydroquinoline-6-carbonitrile C(C)(=O)N1[C@H]([C@@H]([C@H](C2=CC(=CC=C12)C#N)NC1=CC(=CC=C1)Cl)C)C1CC1